O.O.C(C)(=O)[O-].C(C)(=O)[O-].C(C)(=O)[O-].[Mn+3] Manganese(III) triacetate dihydrate